5-(pyrrol-1-yl)-1H-benzo[d]imidazole N1(C=CC=C1)C1=CC2=C(NC=N2)C=C1